glucaric acid potassium salt [K+].O=C([C@H](O)[C@@H](O)[C@H](O)[C@H](O)C(=O)[O-])[O-].[K+]